Cl.CC=1C=2N(C=C(N1)C)N=C(C2O)C=2SC1=C(N2)SC(=C1)C1CCNCC1 4,6-dimethyl-2-[5-(piperidin-4-yl)thieno[2,3-d][1,3]thiazol-2-yl]pyrazolo[1,5-a]pyrazin-3-ol hydrochloride